8-fluoro-N-[rac-1-[(3-fluorophenyl)methyl]-1,3-dimethylbutyl]quinoline-3-carboxamide FC=1C=CC=C2C=C(C=NC12)C(=O)N[C@@](CC(C)C)(C)CC1=CC(=CC=C1)F |r|